BrC1=CC(=C(C=C1)NC(CC1=CC=C(C=C1)OC(F)F)=S)I N-(4-bromo-2-iodophenyl)-2-(4-(difluoromethoxy)phenyl)thioacetamide